C(CCCCCCCCCCCCCCCCCCC)(=O)O[C@@H]1[C@](O[C@H](C1)N1C2=NC(=NC(=C2N=C1)N)F)(COP(=O)(OC1=CC=CC=C1)N[C@H](C(=O)OCCCCCCCCCCCCCCCCCCCC)CC1=CC=CC=C1)C#C (2R,3S,5R)-5-(6-Amino-2-fluoro-9H-purin-9-yl)-2-ethynyl-2-((((((S)-1-(icosyloxy)-1-oxo-3-phenylpropan-2-yl)amino)(phenoxy)phosphoryl)oxy)methyl)tetrahydrofuran-3-yl icosanoate